ClC1=C(C(=O)NC2(CC2)C#C)C=C(C=C1)[N+](=O)[O-] 2-chloro-N-(1-ethynylcyclopropyl)-5-nitrobenzamide